3-aminobutyl-(tripropoxysilane) NC(CC[Si](OCCC)(OCCC)OCCC)C